CN1C(C=CC=C1)=O methyl-2-oxo-1,2-dihydropyridin